(3S)-3-(9-fluorenyl)methoxycarbonylamino-4-n-propoxybutanoic acid C1=CC=CC=2C3=CC=CC=C3C(C12)COC(=O)N[C@@H](CC(=O)O)COCCC